phenylcarbonyl-(phenylsulfonyl)methane C1(=CC=CC=C1)C(=O)CS(=O)(=O)C1=CC=CC=C1